COC1=CC=C(C=C1)NC(=O)C1CC1 N-(4-methoxy-phenyl)-cyclopropane-carboxamide